methyl 3-(benzyloxy)-2-methylpropionate C(C1=CC=CC=C1)OCC(C(=O)OC)C